(3aS,4S,6aS)-N-(5-chloro-2,4-difluorophenyl)-2,2,6a-trimethyl-N-(methyl-d3)-6-oxotetrahydro-4H-[1,3]dioxolo[4,5-c]pyrrole-4-carboxamide ClC=1C(=CC(=C(C1)N(C(=O)[C@@H]1[C@H]2[C@@](C(N1)=O)(OC(O2)(C)C)C)C([2H])([2H])[2H])F)F